1-(1-acetylindolin-5-yl)-3-(4-(2,3-dichlorophenyl)piperazin-1-yl)propan-1-one C(C)(=O)N1CCC2=CC(=CC=C12)C(CCN1CCN(CC1)C1=C(C(=CC=C1)Cl)Cl)=O